6-(5-methyl-2-oxo-imidazolin-4-yl)-hexanoic acid CC1C(NC(N1)=O)CCCCCC(=O)O